[N+](=O)(O)[O-].C(CCC)OP(=O)(OCCCC)OCCCC tributylphosphate-nitric acid